2-methyl-1-aminoindole CC=1N(C2=CC=CC=C2C1)N